ClC1=NC=CC(=N1)C=1C=C(N)C=CC1 3-(2-Chloropyrimidin-4-yl)aniline